The molecule is a tricyclic diterpenoid that is ent-sandaracopimaradiene bearing an additional hydroxy substituent at the 3alpha-position. It has a role as a plant metabolite. C[C@]1(CC[C@@H]2C(=C1)CC[C@H]3[C@]2(CC[C@H](C3(C)C)O)C)C=C